5-amino-2-(5-chloro-2H-benzotriazole-2-yl)phenol NC=1C=CC(=C(C1)O)N1N=C2C(=N1)C=CC(=C2)Cl